S(=O)(=O)(O)O.CSC(N)=N S-methylisothiourea hydrogensulfate